CC1=CC(=C(C=C1)S(=O)(=O)N1[C@@H](CCC1)C(=O)O)O[C@@H](C)CC=C ((4-Methyl-2-(((S)-pent-4-en-2-yl)oxy)phenyl)sulfonyl)-L-proline